N-benzyl-9-(2,6-difluoro-3-methylbenzyl)-2-(methylsulfanyl)-9H-purin-6-amine C(C1=CC=CC=C1)NC1=C2N=CN(C2=NC(=N1)SC)CC1=C(C(=CC=C1F)C)F